ClC1=CC=C(C(=N1)N1N=C(C=C1C)Cl)C(C)=O 1-[6-chloro-2-(3-chloro-5-methyl-pyrazol-1-yl)-3-pyridinyl]ethanone